(5-fluorobenzo[d]oxazol-2-yl)-2-methoxybenzene-1,4-diamine FC=1C=CC2=C(N=C(O2)C=2C(=C(C=CC2N)N)OC)C1